FC1=C(C=C(C=C1)OC=1C(=C2C=CNC2=C(C1F)F)F)C1=NC(=NN1)C1(CCOC2=C(C=CC=C12)CCC(=O)OCC)C ethyl 3-(4-(5-(2-fluoro-5-((4,6,7-trifluoro-1H-indol-5-yl)oxy)phenyl)-1H-1,2,4-triazol-3-yl)-4-methylchroman-8-yl)propanoate